2-(bromomethyl)-4-chloro-N-[(1S)-2-(6-fluoro-2,3-dimethylphenyl)-1-(5-oxo-4H-1,3,4-oxadiazol-2-yl)propyl]benzenesulfonamide BrCC1=C(C=CC(=C1)Cl)S(=O)(=O)N[C@@H](C(C)C1=C(C(=CC=C1F)C)C)C=1OC(NN1)=O